(1R,2S,3S,5S)-8-[7-(3,4-dichloro-2-methyl-2H-indazol-5-yl)-5H-pyrrolo[2,3-b]pyrazin-3-yl]-2-fluoro-8-azabicyclo[3.2.1]octan-3-amine, hydrochloride Cl.ClC=1N(N=C2C=CC(=C(C12)Cl)C1=CNC2=NC(=CN=C21)N2[C@H]1[C@H]([C@H](C[C@@H]2CC1)N)F)C